FC1(CN(C1)C(CN1C(N(C2=NC=C(C=C21)C=2C=C(C=CC2)C)C)=O)=O)F 1-[2-(3,3-Difluoroazetidin-1-yl)-2-oxo-ethyl]-3-methyl-6-(m-tolyl)imidazo[4,5-b]pyridin-2-one